NC1=CC2=C(N(C=N2)C2C(NC(CC2)=O)=O)C=C1 3-(5-aminobenzimidazol-1-yl)piperidine-2,6-dione